COC(CC1=CC2=C(OCCN2C(=O)OC(C)(C)C)C=C1)=O tert-butyl 6-(2-methoxy-2-oxoethyl)-2,3-dihydro-4H-benzo[b][1,4]oxazine-4-carboxylate